9,9',9'',9'''-((((5-(methoxycarbonyl)isophthaloyl)bis(azanediyl))bis(propane-3,1-diyl))bis(azanetriyl))tetranonanoate COC(=O)C=1C=C(C=C(C(=O)NCCCN(CCCCCCCCC(=O)[O-])CCCCCCCCC(=O)[O-])C1)C(=O)NCCCN(CCCCCCCCC(=O)[O-])CCCCCCCCC(=O)[O-]